tert-butyl 8-(4-(trifluoromethyl)phenyl)octahydro-2H-pyrazino[1,2-a]pyrazine-2-carboxylate FC(C1=CC=C(C=C1)N1CC2N(CCN(C2)C(=O)OC(C)(C)C)CC1)(F)F